CN(CCC(=O)OCCN1CC(OC(C1)CCCCCC(=O)OC(CCCCCCCC)CCCCCCCC)CCCCCC(=O)OC(CCCCCCCC)CCCCCCCC)C di(heptadecan-9-yl) 6,6'-(4-(2-((3-(dimethylamino)propanoyl)oxy)ethyl)morpholine-2,6-diyl)dihexanoate